iron (III) p-toluenesulfonate CC1=CC=C(C=C1)S(=O)(=O)[O-].[Fe+3].CC1=CC=C(C=C1)S(=O)(=O)[O-].CC1=CC=C(C=C1)S(=O)(=O)[O-]